C(C)OC(CNC(CCC(C)C1=C(C=C(C=C1)O)O)=O)=O N-[4-(2,4-dihydroxyphenyl)pentanoyl]Glycine ethyl ester